C(C)OC(C)N1N=CC(=C1)C1=C(C=2N(C=C1)N=C(N2)NC2CCOCC2)OC(C)C 7-(1-(1-ethoxyethyl)-1H-pyrazol-4-yl)-8-isopropoxy-N-(tetrahydro-2H-pyran-4-yl)-[1,2,4]triazolo[1,5-a]pyridin-2-amine